CS(=O)(=O)OCCC(C(F)(F)F)CC1=CC=CC=C1 3-benzyl-4,4,4-trifluorobutyl methanesulfonate